C(CCCCCCCCCCCCCCC)[NH3+] N-1-hexadecylammonium